F[B-](F)(F)F.N1=NN(C2=NC=CC=C21)OC(=[N+](C)C)N(C)C 2-(3H-[1,2,3]triazolo[4,5-b]pyridin-3-yl)-1,1,3,3-tetramethyluronium tetrafluoroborate